COC1=C(C=C(C=C1)CC1COC2=CC(=C(C(=C2C1)OC)OC)OC)N(C(O)=O)C1CCN(CC1)CC1=CC=CC=C1.C(C1=CC=CC=C1)N1CCC(CC1)NC(OC1=C(C=CC(=C1)CC1COC2=CC(=C(C(=C2C1)OC)OC)OC)OC)=O 2-methoxy-5-((5,6,7-trimethoxychroman-3-yl)methyl)phenyl (1-benzylpiperidin-4-yl)carbamate (2-methoxy-5-((5,6,7-trimethoxychroman-3-yl)methyl)phenyl(1-benzylpiperidin-4-yl)carbamate)